8-cyclopropyl-5-(p-toluenesulfonyl)imidazo[1,2-a]pyrazine C1(CC1)C=1C=2N(C(=CN1)S(=O)(=O)C1=CC=C(C)C=C1)C=CN2